2-(5-Fluoro-2-((3R,4R)-4-fluoro-3-(methylamino)piperidin-1-yl)-1H-benzo[d]imidazol-1-yl)-N-methyl-N-(2,2,2-trifluoroethyl)acetamid FC1=CC2=C(N(C(=N2)N2C[C@H]([C@@H](CC2)F)NC)CC(=O)N(CC(F)(F)F)C)C=C1